tert-butyl (1R,5S)-3-(6-chloro-1-phenyl-1H-pyrazolo[3,4-d]pyrimidin-4-yl)-3,8-diazabicyclo[3.2.1]octane-8-carboxylate ClC1=NC(=C2C(=N1)N(N=C2)C2=CC=CC=C2)N2C[C@H]1CC[C@@H](C2)N1C(=O)OC(C)(C)C